3-(4-chloro-3,5-dimethyl-pyrazol-1-yl)-N-(1,3-dihydroisobenzofuran-5-yl)-N-methyl-benzamide ClC=1C(=NN(C1C)C=1C=C(C(=O)N(C)C=2C=C3COCC3=CC2)C=CC1)C